(3S)-6-chloro-3-(5-chloro-2-methoxypyridin-3-yl)-3-methylindolin-2-one ClC1=CC=C2[C@@](C(NC2=C1)=O)(C)C=1C(=NC=C(C1)Cl)OC